CC1=C2C=C(N(C2=CC=C1CN1CCC2(CN(C2)C=2C3=C(N=CN2)C=CC(=N3)CC(F)(F)F)CC1)CC(C)N1CCN(CC1)S(=O)(=O)C)C#N 4-Methyl-1-{2-[4-(methylsulfonyl)piperazin-1-yl]propyl}-5-({2-[6-(2,2,2-trifluoroethyl)pyrido[3,2-d]pyrimidin-4-yl]-2,7-diazaspiro[3.5]non-7-yl}methyl)-1H-indole-2-carbonitrile